tert-butyl 4-((6-cyano-1,1-dimethylisoindolin-2-yl)methyl)-5-methoxy-7-methyl-1H-indole-1-carboxylate C(#N)C1=CC=C2CN(C(C2=C1)(C)C)CC1=C2C=CN(C2=C(C=C1OC)C)C(=O)OC(C)(C)C